N2-((S)-2-amino-3-(1,3-bis(2-cyclohexylethyl)-2,3-dihydro-1H-imidazol-4-yl)propanoyl)-N6-octanoyl-L-lysyl-L-phenylalanyl-L-tyrosine N[C@H](C(=O)N[C@@H](CCCCNC(CCCCCCC)=O)C(=O)N[C@@H](CC1=CC=CC=C1)C(=O)N[C@@H](CC1=CC=C(C=C1)O)C(=O)O)CC=1N(CN(C1)CCC1CCCCC1)CCC1CCCCC1